C(C)(C)(C)OC(=O)C=1N=CSC1N(CC1=CC=C(C=C1)OC)S(=O)(=O)C1=CC(=C(C=C1)C=O)F 5-[(3-fluoro-4-formyl-phenyl)sulfonyl-[(4-methoxyphenyl)methyl]amino]thiazole-4-carboxylic acid tert-butyl ester